C(C)(=O)OC[C@H]1N(S(O[C@H]1C=1SC=C(N1)Br)(=O)=O)C(=O)OC(C)(C)C T-butyl (4R,5R)-4-(acetoxymethyl)-5-(4-bromothiazol-2-yl)-1,2,3-oxathiazolidine-3-carboxylate 2,2-dioxide